[SiH]1(NCCC1)[SiH3] silaazacyclopentyl-silane